N-{4-[2-(2,6-dichlorophenyl)acetylamino]pyridin-2-yl}-N-(4-fluorophenyl)butanamide ClC1=C(C(=CC=C1)Cl)CC(=O)NC1=CC(=NC=C1)N(C(CCC)=O)C1=CC=C(C=C1)F